2-(3-nitrophenyl)-5-nitrobenzimidazole [N+](=O)([O-])C=1C=C(C=CC1)C=1NC2=C(N1)C=CC(=C2)[N+](=O)[O-]